4-chloro-3-oxo-2-(quinolin-2-yl)butyronitrile ClCC(C(C#N)C1=NC2=CC=CC=C2C=C1)=O